(R)-1-(1-(Benzyloxy)-3-((8-(heptadecan-9-yloxy)-8-oxooctanoyl)oxy)propan-2-yl) 10-(heptadecan-9-yl) decanedioate C(CCCCCCCCC(=O)OC(CCCCCCCC)CCCCCCCC)(=O)O[C@H](COCC1=CC=CC=C1)COC(CCCCCCC(=O)OC(CCCCCCCC)CCCCCCCC)=O